5-bromomethylpyridinecarboxaldehyde BrCC=1C=CC(=NC1)C=O